FC=1C(=C(C=O)C=CC1)N1CC(C1)OC 3-fluoro-2-(3-methoxyazetidin-1-yl)benzaldehyde